4-amino-3-methyl-1-butanol NCC(CCO)C